N-[(2S)-5-[[(1R,2S)-2-(4-fluorophenyl)cyclopropyl]amino]-1-oxo-1-(piperazin-1-yl)pentan-2-yl]-4-(pyrimidin-2-yl)benzamide trifluoroacetic acid salt FC(C(=O)O)(F)F.FC1=CC=C(C=C1)[C@H]1[C@@H](C1)NCCC[C@@H](C(N1CCNCC1)=O)NC(C1=CC=C(C=C1)C1=NC=CC=N1)=O